4,4'-azobis(4-cyano-valeric acid) N(=NC(CCC(=O)O)(C)C#N)C(CCC(=O)O)(C)C#N